C(CC)S(=O)(=O)N1C2CN(C(C1)C2)C(=O)OC(C)(C)C tert-Butyl 5-(propylsulfonyl)-2,5-diazabicyclo[2.2.1]heptane-2-carboxylate